8-(8,8-difluoro-2,6-diazaspiro[3.4]octan-2-yl)-N-(1-(methylsulfonyl)piperidin-4-yl)quinazolin-2-amine FC1(CNCC12CN(C2)C=2C=CC=C1C=NC(=NC21)NC2CCN(CC2)S(=O)(=O)C)F